ClC=1C(=NC=C(C1)C(F)(F)F)C(=O)NC1=C(C=C(C=C1C(=O)NN=CC=1SC=CC1)F)F 3-chloro-N-(2,4-difluoro-6-(2-(thien-2-ylmethylene)hydrazine-1-carbonyl)phenyl)-5-(trifluoromethyl)picolinamide